ClC1=C(C=C(C(=N1)C1=CC=C2C=C(N=NC2=C1)OC)C=1C=NN(C1)CC(C)(C)OC)C 7-{6-Chloro-3-[1-(2-methoxy-2-methylpropyl)-1H-pyrazol-4-yl]-5-methylpyridin-2-yl}-3-methoxycinnolin